N1(CCNCCN(CCNCC1)CC(=O)O)CC(=O)O 2,2'-(1,4,7,10-tetraazacyclododecane-1,7-diyl)diacetic acid